C(C)S(=O)(=O)NC1=CC=C(C(=C1)C1=CC=C(C=C1)C(F)(F)F)C(=O)N 5-(Ethylsulfonamido)-4'-(trifluoromethyl)-[1,1'-biphenyl]-2-carboxamide